ClC1=CC=C(C=C1)N1C(=NN=C1[C@@H]1CC[C@H](CC1)OC1=NC=CC=C1)CN(C(C)=O)C trans-N-((4-(4-Chlorophenyl)-5-(4-(pyridin-2-yloxy)cyclohexyl)-4H-1,2,4-triazol-3-yl)methyl)-N-methylacetamid